NC1=NC=2C=CC(=CC2C2=C1C=NN2C)C(=O)N(N(C)C(C(F)(F)C2CC2)=O)CC2=NC=C(C=C2)C(F)(F)F 4-amino-N'-(2-cyclopropyl-2,2-difluoroacetyl)-N',1-dimethyl-N-((5-(trifluoromethyl)pyridin-2-yl)methyl)-1H-pyrazolo[4,3-c]quinoline-8-carbohydrazide